Methyl (R)-4-amino-3-((tetrahydrofuran-3-yl)amino)benzoate NC1=C(C=C(C(=O)OC)C=C1)N[C@H]1COCC1